ClC1=C(C=C(C(=C1)NC1=NC=C(C(=N1)C1=CN(C2=CC=CC=C12)SCC)Cl)OC)N1CCC(CC1)=O 1-(2-chloro-4-((5-chloro-4-(1-(ethylsulfanyl)-1H-indol-3-yl)pyrimidin-2-yl)amino)-5-methoxyphenyl)piperidin-4-one